FC=1C=C(C=CC1)CNCC(=O)O N-(3-Fluorophenylmethyl)glycin